C(C)(=O)O.O(C1=CC=CC=C1)[Na] phenoxysodium acetate